CSC=1C=CC2=C(C=C(O2)C(=O)O)C1 5-methylsulfanylbenzofuran-2-carboxylic Acid